(L)-leucine methyl ester hydrochloride Cl.COC([C@@H](N)CC(C)C)=O